methyl 2-(3,5-dichloro-4-pyridyl)acetate ClC=1C=NC=C(C1CC(=O)OC)Cl